F[C@@H]1C(NC(C[C@@H]1NC1=CC=C(N=N1)C1=NC=C(C=C1O)C=1C=NNC1)(C)C)(C)C 2-(6-(((3S,4S)-3-fluoro-2,2,6,6-tetramethylpiperidin-4-yl)amino)pyridazin-3-yl)-5-(1H-pyrazol-4-yl)pyridin-3-ol